7-(Trifluoromethyl)quinoline-5-carbonitrile FC(C=1C=C(C=2C=CC=NC2C1)C#N)(F)F